FC1C(C(OC1)CO)O 4-FLUORO-2-(HYDROXYMETHYL)-TETRAHYDROFURAN-3-OL